OCCCOC1=CC=C(C=C1)I 4-(3-hydroxypropyl-oxy)iodobenzene